FC(C=1C=C(C=CC1)S(=O)(=O)NC1CC2(CN(C2)C(=O)OC(C)(C)C)C1)(F)F tert-Butyl 6-[[3-(trifluoromethyl)phenyl]sulfonylamino]-2-azaspiro[3.3]heptane-2-carboxylate